Acetyl-Aceton C(C)(=O)CC(C)=O